[Si](C)(C)(C(C)(C)C)OC=1C=C2C(=NN(C2=CC1)[C@@H]1OCCCC1)C=1N=C(N(C1)C)COCCOCCCC (2R)-4-[2-[[4-[5-[tert-butyl(dimethyl)silyl]oxy-1-tetrahydropyran-2-yl-indazol-3-yl]-1-methyl-imidazol-2-yl]methoxy]ethoxy]butan